N1(CCCC1)C1=CC=C(C=C1)C=1C(=CC(=C2C(C=C(OC12)C1=CC=C(C=C1)OCC1=CC=CC=C1)=O)OC)OC 8-(4-(N-tetrahydropyrrolyl)phenyl)-2-(4-(benzyloxy)phenyl)-5,7-dimethoxy-4H-chromen-4-one